C(C)(C)N1C2CC(CC1CC2)N2CCC(CC2)C=2C=C(C1=C(N(C(=N1)C=1C=C(C=3N(C1)N=CN3)OC)C)C2)C 6-(6-(1-(8-isopropyl-8-azabicyclo[3.2.1]oct-3-yl)piperidin-4-yl)-1,4-dimethyl-1H-benzo[d]imidazol-2-yl)-8-methoxy-[1,2,4]triazolo[1,5-a]pyridine